NC(C(=O)N[C@@H](C(C)C)C(=O)O)CCC N-(2-aminopentanoyl)-L-valine